C(C=C)C=1C(=NC(NC1)=O)N 5-allylcytosine